N-methyl-N-nonyl-Aniline CN(C1=CC=CC=C1)CCCCCCCCC